S1(=O)(=O)NC(=O)C2=CC=CC=C12.[K] potassium saccharin salt